2,2'-(1,2,4-oxadiazole-3,5-diyl)diacetic acid O1N=C(N=C1CC(=O)O)CC(=O)O